N1=CN=C(C2=C1NC=C2)NC=2C=NN(C2)C2(CN(C2)S(=O)(=O)C)CC#N 2-(3-(4-((7H-pyrrolo[2,3-d]pyrimidine-4-yl)amino)-1H-pyrazole-1-yl)-1-(methylsulfonyl)azetidin-3-yl)acetonitrile